(5-bromo-2-(trifluoromethoxy)phenyl)-4,4,5,5-tetramethyl-1,3,2-dioxaborolan BrC=1C=CC(=C(C1)B1OC(C(O1)(C)C)(C)C)OC(F)(F)F